N1CC(C1)OC1=NC=CC=C1C=1C=NN2C1N=C(C=C2)N2CCN(CC2)C(=O)O[C@@H]2CNC(C2)=O [(3S)-5-Oxopyrrolidin-3-yl] 4-[3-[2-(azetidin-3-yloxy)-3-pyridyl]pyrazolo[1,5-a]pyrimidin-5-yl]piperazine-1-carboxylate